COC1=C(\C=N\NC(=O)C2=NC(=CN=C2)C2=CC=C(C=C2)OC)C=CC=C1 (E)-N'-(2-methoxybenzylidene)-6-(4-methoxyphenyl)pyrazine-2-carbohydrazide